FC1(CCN(CC1)C)COC1=C(C=C(C=C1)S(=O)(=O)NC(C1=C(C=CC=C1)OC=1C=C2C(=NC1)NC=C2)=O)S(=O)(=O)C(F)(F)F N-({4-[(4-fluoro-1-methylpiperidin-4-yl)methoxy]-3-[(trifluoromethyl)sulfonyl]phenyl}sulfonyl)-2-(1H-pyrrolo[2,3-b]pyridin-5-yloxy)benzamide